C(C)(C)(C)OC(C(=C)C(O)C1=C(C(=CC=C1)Br)O)=O 2-((3-bromo-2-hydroxyphenyl)(hydroxy)methyl)acrylic acid tert-butyl ester